FC1=CC=C(S1)CC[C@@]1(CN(CC1)C(C)(C)C=1C=NC(=CC1)C)C(C)(C)N1CCOCC1 |o1:8| (R or S)-4-(2-(3-(2-(5-fluorothiophen-2-yl)ethyl)-1-(2-(6-methylpyridin-3-yl)propan-2-yl)pyrrolidin-3-yl)propan-2-yl)morpholine